FC(C(\C(\C(=O)OCC)=N/O)=O)F ethyl (E)-4,4-difluoro-2-(hydroxyimino)-3-oxobutanoate